CN1C(NCC2=C1C1=C(N=C2)N(C=C1)COCC[Si](C)(C)C)=O 1-methyl-7-{[2-(trimethylsilyl)ethoxy]methyl}-1,3,4,7-tetrahydro-2H-pyrrolo[3',2':5,6]pyrido[4,3-d]pyrimidin-2-one